FC(S(=O)(=O)OC=1CC2(CCC1)CCCCC2)(F)F Spiro[5.5]Undec-2-en-2-yl trifluoromethanesulfonate